C(C)(C)C=1C=C(C=2N(C1)C=C(N2)C(=O)OCC)C(C)OC ethyl 6-isopropyl-8-(1-methoxyethyl)imidazo[1,2-a]pyridine-2-carboxylate